tert-butyl 4-methylsulfanyl-10-oxo-spiro[1,3,5,11-tetrazatricyclo[7.4.0.02,7]trideca-2(7),3,5,8-tetraene-13,1'-cyclohexane]-11-carboxylate CSC1=NC=2N3C(=CC2C=N1)C(N(CC31CCCCC1)C(=O)OC(C)(C)C)=O